FC(C=1OC(=NN1)C1=CC=C(C=C1)CN1N=C(N=N1)C1=NC2=CC=CC=C2C=C1)F 2-(difluoromethyl)-5-(4-((5-(quinolin-2-yl)-2H-tetrazol-2-yl)methyl)phenyl)-1,3,4-oxadiazole